F[P-](F)(F)(F)(F)F.C1(=CC=CC=C1)[IH+] (phenyl)-iodonium hexafluorophosphate